BrC1=NC=C(C=C1)C(C(F)(F)F)(C)F 2-bromo-5-(1,1,1,2-tetrafluoropropan-2-yl)pyridine